OC1(CC1)C#CC=1C2=C(C(N(C1)C)=O)NC(=C2C(=O)OCC)C ethyl 4-[2-(1-hydroxycyclopropyl)ethynyl]-2,6-dimethyl-7-oxo-1H-pyrrolo[2,3-c]pyridine-3-carboxylate